FC1=NC(=C2N=CN(C2=N1)C1OCC1)NCC1=CC=C(C=C1)Br 2-fluoro-6-[(4-bromobenzyl)amino]-9-(oxetan-2-yl)-9H-purine